2-(m-fluorophenyl)-3-phenylpropionamide FC=1C=C(C=CC1)C(C(=O)N)CC1=CC=CC=C1